(3S,4S)-1-(3,4-dimethyl-2-(p-tolyl)-2H-pyrazolo[3,4-d]pyridazin-7-yl)-N-(3-(dimethylamino)propyl)-3-methylpiperidine-4-carboxamide CC=1N(N=C2C(=NN=C(C21)C)N2C[C@H]([C@H](CC2)C(=O)NCCCN(C)C)C)C2=CC=C(C=C2)C